CC1=NSC=C1C(=O)O 3-methyl-1,2-thiazole-4-carboxylic acid